(2S)-2-[(2S)-2,4-dimethylpiperazin-1-yl]-N-(3-{5-fluoro-2-[(3-methoxy-1-methyl-1H-pyrazol-4-yl)amino]pyrimidin-4-yl}-1H-indol-7-yl)propanamide C[C@@H]1N(CCN(C1)C)[C@H](C(=O)NC=1C=CC=C2C(=CNC12)C1=NC(=NC=C1F)NC=1C(=NN(C1)C)OC)C